N[C@@H](C)C(=O)O.BrC1=CC=CC=2C=3N(C(=NC12)N[C@H]1C(NCCCC1)=O)N=C(N3)C=3C=NNC3 (3R)-3-{[7-bromo-2-(1H-pyrazol-4-yl)[1,2,4]triazolo[1,5-c]quinazolin-5-yl]amino}azepan-2-one L-alaninate